2-((4-(6-((4-carbamoyl-2-fluorobenzyl)oxy)pyridin-2-yl)piperidin-1-yl)methyl)-4-fluoro-1-(2-methoxyethyl)-5-(phenylamino)-1H-benzo[d]imidazole-6-carboxylic acid C(N)(=O)C1=CC(=C(COC2=CC=CC(=N2)C2CCN(CC2)CC2=NC3=C(N2CCOC)C=C(C(=C3F)NC3=CC=CC=C3)C(=O)O)C=C1)F